(S)-2-(benzyloxy)-3-(octadecyloxy)propan-1-ol C(C1=CC=CC=C1)O[C@@H](CO)COCCCCCCCCCCCCCCCCCC